(R)-2-(2-((2,3-dihydrobenzofuran-7-yl)methyl)azepan-1-yl)-6-morpholinopyrimidin-4(3H)-one O1CCC2=C1C(=CC=C2)C[C@@H]2N(CCCCC2)C2=NC(=CC(N2)=O)N2CCOCC2